ClC1=CC2=C(N(C(N=C2N2[C@H](CN([C@@H](C2)C)C(C=C)=O)C)=O)C=2C(=NC=CC2N(C)C)C(C)C)N=C1C1=C(C=CC=C1)F 6-Chloro-1-[4-(dimethylamino)-2-isopropyl-3-pyridyl]-4-[(2S,5R)-2,5-dimethyl-4-prop-2-enoyl-piperazin-1-yl]-7-(2-fluorophenyl)pyrido[2,3-d]pyrimidin-2-one